C(#N)C=1C(=CC(=NC1)NC(=O)N1C2CC(C3=CC=C(N=C13)C=O)(C2)OCC(=O)N2CCN(CC2)C)NCCOC N-(5-cyano-4-((2-methoxyethyl)amino)pyridin-2-yl)-4-(2-(4-methylpiperazin-1-yl)-2-oxoethoxy)-7-formyl-3,4-dihydro-2,4-methylene-1,8-naphthyridine-1(2H)-carboxamide